1-[(2R,4S)-4-[4-amino-5-[2-(2-methyl-3H-1,3-benzodiazol-5-yl)ethynyl]pyrrolo[2,3-d]pyrimidin-7-yl]-2-(methoxymethyl)pyrrolidin-1-yl]prop-2-en-1-one NC=1C2=C(N=CN1)N(C=C2C#CC2=CC1=C(N=C(N1)C)C=C2)[C@H]2C[C@@H](N(C2)C(C=C)=O)COC